COC([C@H]1N(CCC1)C1=NC(=C2C(=N1)N(N=C2)C2=CC=C(C=C2)C(C)(C)C)NC(=O)C=2SC(=CC2)[N+](=O)[O-])=O (1-(4-(tert-butyl)phenyl)-4-(5-nitrothiophene-2-carboxamido)-1H-pyrazolo[3,4-d]pyrimidin-6-yl)-L-proline methyl ester